C1(CCCC1)OC(CS(F)(F)(F)(F)F)(C1=CC=CC=C1)C1=CC=CC=C1 (2-(cyclopentyloxy)-2,2-diphenylethyl)pentafluoro-λ6-sulphane